2-Amino-4-(3-(3-((dimethylamino)methyl)-1H-pyrazol-1-yl)-5-fluoro-7,9-dihydrofuro[3,4-f]quinazolin-6-yl)-7-fluorothieno[3,2-c]pyridine-3-carbonitrile NC1=C(C=2C(=NC=C(C2S1)F)C=1C2=C(C=3C=NC(=NC3C1F)N1N=C(C=C1)CN(C)C)COC2)C#N